[N+](=O)([O-])C1=CC=C(C=C1)C1=NC2=C(N1)C=CC(=C2)C#N 2-(4-Nitro-phenyl)-1H-benzimidazole-5-carbonitrile